C(#N)C=1C=C(C=C(C(=O)OC(C)C)C#N)C=CC1 isopropyl 3-cyano-α-cyanocinnamate